tert-butyl 2-(morpholin-4-carbonyl)-6,7,8,9-tetrahydro-4H-pyrazolo[1,5-a][1,4]diazocine-5-carboxylate N1(CCOCC1)C(=O)C1=NN2C(CN(CCCC2)C(=O)OC(C)(C)C)=C1